CC1COC(C(O1)C)C 2,4,5-trimethyl-3,6-dioxan